(7aR,9R,10aS)-9-amino-6-((1-methyl-1H-pyrazol-4-yl)methyl-d2)-N-(1-methylcyclopropyl)-5-oxo-6,7a,8,9,10,10a-hexahydro-5H-cyclopenta[4,5]imidazo[1,2-a]quinazoline-3-sulfonamide N[C@H]1C[C@H]2[C@H](N=C3N2C=2C=CC(=CC2C(N3C([2H])([2H])C=3C=NN(C3)C)=O)S(=O)(=O)NC3(CC3)C)C1